FC1=C(C=C(C=C1)S(=O)(=O)NC1=NC(=CC=C1)F)C(F)(F)F 4-fluoro-N-(6-fluoropyridin-2-yl)-3-(trifluoromethyl)benzenesulfonamide